C[C@@]12CCC3[C@@]45[C@@](CC[C@H]3[C@@H]2CCC1)(CC1(CC4)OCCO1)O5 (1'R,5'S,9'S,10'S,13'R)-5'-methyl-18'-oxaspiro[1,3-dioxolane-2,15'-pentacyclo[11.4.1.0^{1,13}.0^{2,10}.0^{5,9}]octadecan]